C(C(C)C)S(=O)(=O)C1=C(OC2=C(C=C(C=C2)C2=NOC(=N2)CN2C(NC(C2=O)(C)C)=O)C(F)(F)F)C=CC=C1 3-((3-(4-(2-(isobutylsulfonyl)phenoxy)-3-(trifluoromethyl)phenyl)-1,2,4-oxadiazol-5-yl)methyl)-5,5-dimethylimidazolidine-2,4-dione